1-(3-fluorobenzyl)-2-methyl-6-(3-methyl-5H-pyrrolo[2,3-b]pyrazin-5-yl)-1H-imidazo[4,5-b]pyridine FC=1C=C(CN2C(=NC3=NC=C(C=C32)N3C=CC=2C3=NC(=CN2)C)C)C=CC1